ClC1=C(C(=O)C2=CNC3=NC=CC(=C32)NC3CCC(CC3)NC(C)=O)C=CC(=C1)OC1=CC=CC=C1 N-((1s,4s)-4-((3-(2-chloro-4-phenoxybenzoyl)-1H-pyrrolo[2,3-b]pyridin-4-yl)amino)cyclohexyl)acetamide